NC1=NC=C2N(C(N(C2=N1)[C@@H]1O[C@@H](C[C@H]1O)CO)=O)CC=O 2-(2-Amino-9-((2R,3R,5S)-3-hydroxy-5-(hydroxymethyl)tetrahydrofuran-2-yl)-8-oxo-8,9-dihydro-7H-purin-7-yl)acetaldehyd